N1(CCCCC1)CC1CC(NC1)=O 4-(piperidin-1-ylmethyl)pyrrolidin-2-one